N-(5-methoxy-[1,1'-biphenyl]-3-yl)-6-(trifluoromethoxy)quinolin-4-amine COC=1C=C(C=C(C1)C1=CC=CC=C1)NC1=CC=NC2=CC=C(C=C12)OC(F)(F)F